C(C(C)(C)C)C1(C=CC=C1)CCO[Ti-2](OCC)OCC (neopentyl-cyclopentadienyl)triethoxytitanium (i)